CO\N=C\1/NC2=C(C=C(C=C2C(N1CC=1C=NN(C1)C)=O)S(=O)(=O)NC1(CC1)C)C1C[C@H](N(CC1)C(=O)C1(CC1)C)C (2E)-2-methoxyimino-N-(1-methylcyclopropyl)-3-[(1-methylpyrazol-4-yl)methyl]-4-oxo-8-[(2R)-2-methyl-1-(1-methylcyclopropanecarbonyl)-4-piperidinyl]-1H-quinazoline-6-sulfonamide